CN(C)CCOC(C=C)=O N,N-Dimethylaminoethylacrylat